COC(=O)C1CC(N(CC1)C1CCC2=CC(=CC=C12)OCC1=C(C=CC=C1Cl)Cl)C 1-(5-((2,6-dichlorobenzyl)oxy)-2,3-dihydro-1H-inden-1-yl)-2-methyl-piperidine-4-carboxylic acid methyl ester